ClC1=CC=C2C(=CNC2=C1)\C=C/1\C(N(C(N1)=O)CC1=CC=C(C=C1)Cl)=O (Z)-5-((6-chloro-1H-indol-3-yl)methylene)-3-(4-chlorobenzyl)imidazolidine-2,4-dione